FC(C(=O)O)(F)F.NC1=NN2C(N=CC=C2)=C1C(=O)NC(C)C=1C=C(C=2N(C1N1CCS(CCC1)(=O)=O)N=CC2)Cl 2-Amino-N-{1-[4-chloro-7-(1,1-dioxido-1,4-thiazepan-4-yl)pyrazolo[1,5-a]pyridin-6-yl]ethyl}pyrazolo[1,5-a]pyrimidine-3-carboxamide trifluoroacetate